1-(4-((3-amino-5-((S)-4-amino-2-oxo-8-azaspiro[4.5]decan-8-yl)pyrazin-2-yl)thio)-3-fluoro-3-methylindolin-1-yl)ethanone NC=1C(=NC=C(N1)N1CCC2([C@H](CC(C2)=O)N)CC1)SC1=C2C(CN(C2=CC=C1)C(C)=O)(C)F